C(CC)(=O)OC1=CC=2C(C3=CC=CC=C3OC2C=C1)=O 1-(9-oxoxanthen-2-yl) propionate